E-5-(4-(pyridin-3-yl)butyl)pyrazine N1=CC(=CC=C1)CCCCC=1N=CC=NC1